C(C)(C)(C)OC(=O)N1C(C2=CC=C(C=C2C1)S(=O)(=O)C1CC1)C(=O)O 2-(tert-Butoxycarbonyl)-5-(cyclopropylsulfonyl)isoindoline-1-carboxylic Acid